C(CCCCCCCCC)C1=CC=C(C=C1)C1=NOC(=N1)C=1C=C(CNC(OC(C)(C)C)=O)C=CC1 tert-butyl (3-(3-(4-decylphenyl)-1,2,4-oxadiazol-5-yl)benzyl)carbamate